C1(CCCC1)CNC(COC=1C=CC=C2C(=NN(C12)C)C1C(NC(CC1)=O)=O)=O N-(cyclopentylmethyl)-2-((3-(2,6-dioxopiperidin-3-yl)-1-methyl-1H-indazol-7-yl)oxy)acetamide